NC1=NC=2C=C(C(=CC2C2=C1[C@H](OC2)C)C(=O)N(C2CCC1=CC(=CC=C21)C(F)(F)F)C(C)C=2N=CSC2)F (3R)-4-amino-7-fluoro-3-methyl-N-(1-(thiazol-4-yl)ethyl)-N-(5-(trifluoromethyl)-2,3-dihydro-1H-inden-1-yl)-1,3-dihydrofuro[3,4-c]quinolin-8-carboxamide